C=1(C(=C(C(=CC1)N)C)N)C 1,3-Xylendiamin